ClC=1C(=NC(=NC1)NC1=C(C=C(C=C1)N1CCN(CC1)C)OC)OC=1C=C(C=CC1)NC(C=C)=O N-[3-[5-chloro-2-[2-methoxy-4-(4-methylpiperazin-1-yl)anilino]pyrimidin-4-yl]oxyphenyl]prop-2-enamide